N1(CCCC1)C(=O)C12CC(C1)(C2)N2C(N1[C@@H](CNCC1)C2)=O (S)-2-(3-(pyrrolidine-1-carbonyl)bicyclo[1.1.1]pentan-1-yl)hexahydroimidazo[1,5-a]pyrazin-3(2H)-one